Cl.CS(=O)(=O)C1=CC=C(N)C=C1 4-methanesulfonyl-aniline hydrochloride